1-[8-(Piperazin-1-yl)isoquinolin-4-yl]-1,3-diazinane-2,4-dione N1(CCNCC1)C=1C=CC=C2C(=CN=CC12)N1C(NC(CC1)=O)=O